FC([C@H](CO)NC(=O)C=1C=2C[C@H]3[C@@H](C2N(N1)C1=NC=CC(=C1)Cl)C3)(C)C (1aS,5aS)-2-(4-Chloro-pyridin-2-yl)-1a,2,5,5a-tetrahydro-1H-2,3-diaza-cyclopropa[a]pentalene-4-carboxylic acid ((S)-2-fluoro-1-hydroxymethyl-2-methylpropyl)-amide